5-(2-((2-Cyano-2-methylpropyl)amino)-4-methoxypyrrolo[2,1-f][1,2,4]triazin-5-yl)-N-methylpyrazolo[1,5-a]pyridine-3-carboxamide C(#N)C(CNC1=NN2C(C(=N1)OC)=C(C=C2)C2=CC=1N(C=C2)N=CC1C(=O)NC)(C)C